rel-(S)-2-((4-(2-(1-(4-cyano-2-fluorophenyl)ethoxy)phenyl)piperidin-1-yl)methyl)-4-(difluoromethoxy)-1-methyl-1H-benzo[d]imidazole-6-carboxylic acid C(#N)C1=CC(=C(C=C1)[C@H](C)OC1=C(C=CC=C1)C1CCN(CC1)CC1=NC2=C(N1C)C=C(C=C2OC(F)F)C(=O)O)F |o1:8|